1-(2,4-difluorophenyl)biguanide FC1=C(C=CC(=C1)F)NC(=N)NC(=N)N